3,3'-(6-phenyl-1,3,5-triazine-2,4-diyl)bis(9-(4,6-diphenylpyrimidin-2-yl)-9H-carbazole) C1(=CC=CC=C1)C1=NC(=NC(=N1)C=1C=CC=2N(C3=CC=CC=C3C2C1)C1=NC(=CC(=N1)C1=CC=CC=C1)C1=CC=CC=C1)C=1C=CC=2N(C3=CC=CC=C3C2C1)C1=NC(=CC(=N1)C1=CC=CC=C1)C1=CC=CC=C1